1-(5-Fluoropyridin-2-yl)-4-({(1R,3S)-3-[3-(trifluoromethyl)-1,2,4-oxadiazol-5-yl]cyclopentyl}amino)cyclohexanecarbonitrile FC=1C=CC(=NC1)C1(CCC(CC1)N[C@H]1C[C@H](CC1)C1=NC(=NO1)C(F)(F)F)C#N